ClC=1C(=CC(=C2C(=NNC12)C=1CN(CCC1)C(=O)OC(C)(C)C)F)F tert-Butyl 3-(7-chloro-4,6-difluoro-1H-indazol-3-yl)-5,6-dihydro-2H-pyridine-1-carboxylate